BrC1=C2C(=NC(=C1)Cl)NN=C2 4-bromo-6-chloro-1H-pyrazolo[3,4-b]pyridine